1-isocyanato-1-methylethylbenzol N(=C=O)C(C)(C)C1=CC=CC=C1